COP(=O)(O)O.C(C)OC1CC(C1)N1N=C(C(=C1)NC(=O)C=1N=C(SC1)C=1C=NN(C1)[K])C1=NC=CC=C1 (4-(4-((1-((1s,3s)-3-ethoxycyclobutyl)-3-(pyridin-2-yl)-1H-pyrazol-4-yl)carbamoyl)thiazol-2-yl)-1H-pyrazol-1-yl)potassium methylphosphate